Cl.C1C2N(CCN1)C(CC2)=O hexahydropyrrolo[1,2-A]pyrazin-6-one hydrochloride